2-chloro-3-(piperazin-1-yl)phenol ClC1=C(C=CC=C1N1CCNCC1)O